N1=CC=C2N1CCCC2=O 6H,7H-pyrazolo[1,5-a]pyridin-4-one